2-((2-(3-((3-amino-6-methoxypyridin-2-yl)(tert-butoxycarbonyl)amino)propyl)-3,4-difluorophenyl)amino)-5-fluoro-4-(trifluoromethyl)benzoic acid, hydrochloride Cl.NC=1C(=NC(=CC1)OC)N(CCCC1=C(C=CC(=C1F)F)NC1=C(C(=O)O)C=C(C(=C1)C(F)(F)F)F)C(=O)OC(C)(C)C